C1(=CC=CC=C1)CCCNCCC[Si](OC)(OC)OC 1-phenyl-3-((3-(trimethoxysilyl)propyl)amino)propane